FC1=CC(=C(C=C1C1=NC(=NC=C1)N1C[C@H](O[C@H](C1)C)C)NC(=O)C1=CNC(C=C1C(F)(F)F)=O)N1C[C@@H](N([C@@H](C1)C)C)C N-[4-fluoro-5-[2-[(2R,6S)-2,6-dimethylmorpholin-4-yl]pyrimidin-4-yl]-2-[(3S,5R)-3,4,5-trimethylpiperazin-1-yl]phenyl]-6-oxo-4-(trifluoromethyl)-1H-pyridine-3-carboxamide